N-(2-bromopyridin-3-yl)-2-chloroacetamide BrC1=NC=CC=C1NC(CCl)=O